2-(4-(2,4-difluorophenoxy)phenyl)-7-(piperidin-4-yl)-1H-imidazo[1,2-b]pyrazole-3-carboxamide FC1=C(OC2=CC=C(C=C2)C=2NC=3N(N=CC3C3CCNCC3)C2C(=O)N)C=CC(=C1)F